C(C)(C)C1=CC=C(C=NNC=2C=C(C(=O)O)C=CC2)C=C1 3-(2-(4-isopropylbenzylidene)hydrazinyl)benzoic acid